(5-(1-fluorocyclopropyl)-1-(tetrahydro-2H-pyran-2-yl)-6-(trifluoromethyl)-1H-indazol-4-yl)boronic acid FC1(CC1)C=1C(=C2C=NN(C2=CC1C(F)(F)F)C1OCCCC1)B(O)O